(1r,4r)-4-(3-chloroanilino)-2'-[(E)-2-ethoxyvinyl]spiro[cyclohexane-1,1'-indene]-4-carboxylic acid ClC=1C=C(NC2(CCC3(C(=CC4=CC=CC=C34)\C=C\OCC)CC2)C(=O)O)C=CC1